oxygen oxysulfide O=S.[O]